2,4-di-t-butylphenyl methyl carbonate C(OC1=C(C=C(C=C1)C(C)(C)C)C(C)(C)C)(OC)=O